Cl.N(N)C(CO)(C)C 2-hydrazino-2-methyl-propan-1-ol hydrochloride